[Ru+2].CC1=C(C(=CC(=C1)C)C)N1C(N(CC1)C1=C(C=C(C=C1C)C)C)=C(C(P(CCCC)CCCC)Cl)CC(=CC=C(C)C)Cl [1,3-bis-(2,4,6-trimethylphenyl)-2-imidazolidinylidene]dichloro(3-methyl-2-butenylidene)(tri-n-butylphosphine) ruthenium (II)